(Z)-2-hydroxy-3-methoxy-5-(4-methoxystyryl)benzaldehyde OC1=C(C=O)C=C(C=C1OC)\C=C/C1=CC=C(C=C1)OC